N[C@@H]1CCC2=C(N(C1=O)C)C=NN2C (R)-6-amino-1,4-dimethyl-4,6,7,8-tetrahydropyrazolo[4,3-b]azepin-5(1H)-one